FC=1C=C(C=CC1)CC(=O)O 2-(3-fluorophenyl)acetic acid